N-((1s,3s)-3-(6-((1-(2-((1-(2-(2,6-dioxopiperidin-3-yl)-1,3-dioxoisoindolin-4-yl)piperidin-4-yl)oxy)ethyl)piperidin-4-yl)amino)-9H-purin-9-yl)cyclobutyl)-6-methylpicolinamide O=C1NC(CC[C@@H]1N1C(C2=CC=CC(=C2C1=O)N1CCC(CC1)OCCN1CCC(CC1)NC1=C2N=CN(C2=NC=N1)C1CC(C1)NC(C1=NC(=CC=C1)C)=O)=O)=O